ClC=1C=C(C=CC1C)NC(=O)NCC1=CC=2C=C3N(C2C=C1)C(N(C3)C3C(NC(CC3)=O)=O)=O 1-(3-chloro-4-methylphenyl)-3-((2-(2,6-dioxopiperidin-3-yl)-3-oxo-2,3-dihydro-1H-imidazo[1,5-a]indol-7-yl)methyl)urea